C(#N)C=1C=C2COC(C2=CC1)(C1=CC=C(C=C1)OC)CCCN(CC(=O)O)C N-{3-[5-cyano-1-(4-methoxyphenyl)-1,3-dihydroisobenzofuran-1-yl]-1-propyl}-N-methylglycine